(2,4-Di-tert-butylphenyl) biphenylenediphosphonite C=1(C(=CC=C2C3=CC=CC=C3C12)P([O-])[O-])P(OC1=C(C=C(C=C1)C(C)(C)C)C(C)(C)C)[O-]